C1(CCCCC1)C(=O)NC1=CC(=CC(=C1)NC(=O)C1CCCCC1)NC(=O)C1CCCCC1 1,3,5-tris(cyclohexylcarbonylamino)benzene